C(C)(=O)OCC1=NC2=CC(=CC=C2N=C1)Br (7-bromoquinoxalin-2-yl)methyl acetate